potassium biphenolate C=1(C(=CC=CC1)C=1C(=CC=CC1)[O-])[O-].[K+].[K+]